4-(1-(4-(difluoromethyl)phenyl)-1H-1,2,4-triazol-3-yl)-2-fluoroaniline FC(C1=CC=C(C=C1)N1N=C(N=C1)C1=CC(=C(N)C=C1)F)F